2-bromo-1-(4-morpholinyl-phenyl)-1-butanone BrC(C(=O)C1=CC=C(C=C1)N1CCOCC1)CC